N1CC(C1)NC(=O)N1CCN(CC1)C(C1=C(C=C(C=C1)NC(=O)C=1N(C(=CN1)C=1C(=NN(C1)C1CC1)C(F)(F)F)C)Cl)=O N-(azetidin-3-yl)-4-[2-chloro-4-[[5-[1-cyclopropyl-3-(trifluoromethyl)pyrazol-4-yl]-1-methyl-imidazole-2-carbonyl]amino]benzoyl]piperazine-1-carboxamide